3-(10-(Benzyloxy)-2-methyl-4-oxo-5,6-dihydro-2H-2,6-methanobenzo[g][1,3,5]oxadiazocin-3(4H)-yl)-N-(phenethyl)benzamid C(C1=CC=CC=C1)OC1=CC=CC=2C3NC(N(C(OC21)(C3)C)C=3C=C(C(=O)NCCC2=CC=CC=C2)C=CC3)=O